dotriacontanyl alcohol phosphate P(=O)(O)(O)OCCCCCCCCCCCCCCCCCCCCCCCCCCCCCCCC